ClC1=C(C#N)C=CC(=C1)N1CC2(C[C@H]1C)CCN(CC2)C=2N=NC(=CC2)C(=O)N2CC(C2)CN2CCN(CC2)C2=CC(=CC=C2)NC2C(NC(CC2)=O)=O 2-Chloro-4-((3R)-8-(6-(3-((4-(3-((2,6-dioxopiperidin-3-yl)amino)phenyl)piperazin-1-yl)methyl)azetidine-1-carbonyl)pyridazin-3-yl)-3-methyl-2,8-diazaspiro[4.5]decan-2-yl)benzonitrile